ClC=1C=C(OC[C@H]2OCC(NC2)=O)C=CC1C=1N(C2=NC=NC(=C2N1)OC1(CC1)C)CC1=NC=CC(=C1)C (S)-6-((3-chloro-4-(6-(1-methylcyclopropoxy)-9-((4-methylpyridin-2-yl)methyl)-9H-purin-8-yl)phenoxy)methyl)morpholin-3-one